6-[(6-bromo-2-pyridyl)oxymethyl]-5-(3-hydroxyprop-1-ynyl)pyridine-3-carbonitrile BrC1=CC=CC(=N1)OCC1=C(C=C(C=N1)C#N)C#CCO